ClC1=NC(=C2N=CN(C2=N1)[C@H]1[C@@H]([C@@H]([C@@H](O1)C(OC)P(O)(O)=O)O)O)N(C)C1CCCC1 [(2R,3S,4R,5R)-5-[2-chloro-6-[cyclopentyl-(methyl)amino]purin-9-yl]-3,4-dihydroxy-tetrahydrofuran-2-yl]-methoxymethylphosphonic acid